ClC=1C=C(CNC2=NC(=NC3=CC=C(C=C23)C=2C(=NOC2C)C)C(=O)NC2CCC(CC2)(F)F)C=CC1 4-((3-chlorobenzyl)amino)-N-(4,4-difluorocyclohexyl)-6-(3,5-dimethylisoxazol-4-yl)quinazoline-2-carboxamide